(2-chloroacetyl)-4-((5-(quinolin-5-yl)furan-2-yl)methyl)-1-thia-4,8-diazaspiro[4.5]Decan-3-one ClCC(=O)C1SC2(N(C1=O)CC=1OC(=CC1)C1=C3C=CC=NC3=CC=C1)CCNCC2